1-(4-(7-(2-amino-4-methyl-pyrimidin-5-yl)-6-chloro-quinazolin-4-yl)piperazin-1-yl)prop-2-en-1-one NC1=NC=C(C(=N1)C)C1=C(C=C2C(=NC=NC2=C1)N1CCN(CC1)C(C=C)=O)Cl